N-methyl-N-octylanilinium [tetrakis(perfluorophenyl)borate] FC1=C(C(=C(C(=C1F)F)F)F)[B-](C1=C(C(=C(C(=C1F)F)F)F)F)(C1=C(C(=C(C(=C1F)F)F)F)F)C1=C(C(=C(C(=C1F)F)F)F)F.C[NH+](C1=CC=CC=C1)CCCCCCCC